F[C@@H]1CN(C[C@H]1O)C(CN1C[C@@H](CCC1)NC1=NN=C(C2=C1COC2)C2=C(C=C(C=C2)C(F)(F)F)O)=O 1-((3R,4R)-3-Fluoro-4-hydroxypyrrolidin-1-yl)-2-((R)-3-((4-(2-hydroxy-4-(trifluoromethyl)phenyl)-5,7-dihydrofuro[3,4-d]pyridazin-1-yl)amino)piperidin-1-yl)ethan-1-one